1-methyl-N-(5-{2-[4-(trifluoromethyl)phenyl]ethoxy}-1H-indol-3-yl)-1H-pyrazole-4-sulfonamide CN1N=CC(=C1)S(=O)(=O)NC1=CNC2=CC=C(C=C12)OCCC1=CC=C(C=C1)C(F)(F)F